CN1C(=NN=C1)C1=C(C=CC=C1)C1=CC(=CC=C1)C1=NC2=C(N1)C(=CC(=C2)C(=O)N2CC1(CC1)CC2)C(F)(F)F (2-(2'-(4-Methyl-4H-1,2,4-triazol-3-yl)-[1,1'-biphenyl]-3-yl)-7-(trifluoromethyl)-1H-benzo[d]imidazol-5-yl)(5-azaspiro[2.4]heptan-5-yl)methanone